(R)-4-(3-(3,5-dimethylphenyl)-5H-pyrrolo[2,3-b]pyrazin-5-yl)-2-(piperidin-3-ylamino)benzoic Acid CC=1C=C(C=C(C1)C)C1=CN=C2C(=N1)N(C=C2)C2=CC(=C(C(=O)O)C=C2)N[C@H]2CNCCC2